(1R,5S)-3-(7-(3-hydroxynaphthalen-1-yl)-2-((tetrahydro-1H-pyrrolizin-7a(5H)-yl)methoxy)quinazolin-4-yl)-N-(piperidin-4-yl)-3,8-diazabicyclo[3.2.1]octane-8-carboxamide OC=1C=C(C2=CC=CC=C2C1)C1=CC=C2C(=NC(=NC2=C1)OCC12CCCN2CCC1)N1C[C@H]2CC[C@@H](C1)N2C(=O)NC2CCNCC2